Cl.O=C1NC(CCC1NC1=NN(C=C1)C1CCN(CC1)CC(=O)O)=O (4-(3-((2,6-dioxopiperidin-3-yl)amino)-1H-pyrazol-1-yl)piperidin-1-yl)acetic acid HCl salt